C1=C(C=CC2=CC(=CC=C12)C1=CC=C(C=C1)N(C1=CC=CC=2OC3=C(C21)C=CC=C3)C3=CC=2C(C1=CC=CC=C1C2C=C3)(C)C)C3=CC2=CC=CC=C2C=C3 N-[4-(2,2'-binaphthyl-6-yl)phenyl]-N-(9,9-dimethyl-9H-fluoren-2-yl)dibenzofuran-1-amine